tert-butyl (S)-5-amino-4-(4-((4-((4-(3-bromo-4-cyanophenyl) piperazin-1-yl)methyl)-2-fluorobenzyl)oxy)-1-oxoisoindolin-2-yl)-5-oxopentanoate NC([C@H](CCC(=O)OC(C)(C)C)N1C(C2=CC=CC(=C2C1)OCC1=C(C=C(C=C1)CN1CCN(CC1)C1=CC(=C(C=C1)C#N)Br)F)=O)=O